COCC=1C=C(C(=O)O)C=C(C1COC)COC 3,4,5-tris(methoxymethyl)benzoic acid